NC1=NC2=CC(=CC=C2C=C1C(F)(F)F)CC[C@H]1S[C@H]([C@@H]([C@@H]1O)O)N1C=CC2=C1N=CN=C2C (2R,3S,4R,5R)-2-{2-[2-Amino-3-(trifluoromethyl)chinolin-7-yl]ethyl}-5-(4-methyl-7H-pyrrolo[2,3-d]-pyrimidin-7-yl)tetrahydrothiophen-3,4-diol